N1=NC(=CC=C1)C(=O)NN pyridazine-3-carbohydrazide